(1S,3S,5S)-N-(4-carbamimidoylthiophen-2-yl)-2-((9,9-difluoro-9H-fluorene-3-carbonyl)glycyl)-5-methyl-2-azabicyclo[3.1.0]hexane-3-carboxamide C(N)(=N)C=1C=C(SC1)NC(=O)[C@H]1N([C@H]2C[C@]2(C1)C)C(CNC(=O)C=1C=CC=2C(C3=CC=CC=C3C2C1)(F)F)=O